6-(4'-(MethoxyMethyl)-[1,1'-Biphenyl]-4-yl)-2-Methyl-1H-benzo[d]Imidazol COCC1=CC=C(C=C1)C1=CC=C(C=C1)C=1C=CC2=C(NC(=N2)C)C1